C(C)[C@]1(C(OCC=2C(N3CC=4C(=NC=5C=C(C(=CC5C4CNC(OCCO)=O)C)F)C3=CC21)=O)=O)O 2-hydroxyethyl (S)-((4-ethyl-8-fluoro-4-hydroxy-9-methyl-3,14-dioxo-3,4,12,14-tetrahydro-1H-pyrano[3',4':6,7]indolizino[1,2-b]quinolin-11-yl)methyl)carbamate